CC=1N=C(SC1C1=NC(=NC=C1)NC1=CC=C(C=N1)N1CCN(CC1)C(C)=O)NC 1-(4-(6-((4-(4-methyl-2-(methylamino)thiazol-5-yl)pyrimidin-2-yl)amino)pyridin-3-yl)piperazin-1-yl)ethan-1-one